CC=1C(=C(C=2CC3=CC=CC=C3C2C1)C1=CC=CC=2OC3=C(C21)C=CC=C3)C (dimethylfluorenyl)dibenzofuran